BrCCCCOC1=CC=C(C=C1)C(C=CC1=CC=C(C=C1)C)=O 1-(4-(4-bromobutoxy)phenyl)-3-p-methylphenyl-2-propen-1-one